4,4-Difluoro-2-(4-fluorophenyl)-N-[4-(6-fluoro-3-phenyl-1H-pyrrolo[3,2-b]pyridin-2-yl)pyridin-2-yl]butanamid FC(CC(C(=O)NC1=NC=CC(=C1)C1=C(C2=NC=C(C=C2N1)F)C1=CC=CC=C1)C1=CC=C(C=C1)F)F